1-((6-ethynylpyridin-3-yl)methyl)piperazine hydrochloride Cl.C(#C)C1=CC=C(C=N1)CN1CCNCC1